C(=O)O.C(=O)O.COC1(CC1)C1CN(CCN1)C=1N=NC(=CN1)C1=C(C=C(C=C1)C=1C=NNC1)O 2-{3-[3-(1-methoxycyclopropyl)piperazin-1-yl]-1,2,4-triazin-6-yl}-5-(1H-pyrazol-4-yl)phenol diformate